C(C)C=1C=CC(=NC1OC)N1CC(CC1)=O 1-(5-ethyl-6-methoxypyridin-2-yl)pyrrolidin-3-one